FC1=CC=C(OC2=C3C=NNC3=C(C=C2)S(=O)(=O)C(F)(F)F)C=C1 4-(p-fluorophenoxy)-7-(trifluoromethylsulfonyl)-1H-indazole